C(C1=CC=CC=C1)OC(CCC=C)(C(F)(F)F)C1=NN=C(O1)C1=NC(=C(C=C1NC(OC(C)(C)C)=O)C(F)(F)F)N(C)CCC=C tert-butyl N-[2-[5-[1-benzyloxy-1-(trifluoromethyl)pent-4-enyl]-1,3,4-oxadiazol-2-yl]-6-[but-3-enyl(methyl)amino]-5-(trifluoromethyl)-3-pyridyl]carbamate